N-(4-((3-(4-(7-fluoroquinolin-4-yl)piperazine-1-carbonyl)pyrrolidin-1-yl)sulfonyl)phenyl)acetamide FC1=CC=C2C(=CC=NC2=C1)N1CCN(CC1)C(=O)C1CN(CC1)S(=O)(=O)C1=CC=C(C=C1)NC(C)=O